N1=CC=CC2=CC(CC=C12)=O quinolin-6(7H)-one